[4-[(5S)-5-aminospiro[5,7-dihydrocyclopenta[b]pyridine-6,4'-piperidine]-1'-yl]-6-methyl-7-phenyl-pyrazolo[1,5-a]pyrazin-3-yl]methanol N[C@@H]1C=2C(=NC=CC2)CC12CCN(CC2)C=2C=1N(C(=C(N2)C)C2=CC=CC=C2)N=CC1CO